(2R,3R)-2-fluoro-3-(4-fluorophenyl)-3-hydroxybutanamide F[C@@H](C(=O)N)[C@](C)(O)C1=CC=C(C=C1)F